ethyl 2-[[2-amino-1-(3-thienyl)ethyl] amino]-6-(5,6-dimethoxybenzimidazol-1-yl)pyridine-3-carboxylate hydrochloride Cl.NCC(C1=CSC=C1)NC1=NC(=CC=C1C(=O)OCC)N1C=NC2=C1C=C(C(=C2)OC)OC